2,6-dimethylphenylphosphit CC1=C(C(=CC=C1)C)OP([O-])[O-]